3-(5-(4-((4-cyclopropyl-1-(2,6-dichlorophenyl)-1H-1,2,3-triazol-5-yl)methoxy)bicyclo[2.2.2]oct-1-yl)-1,2,4-oxadiazol-3-yl)benzoic acid C1(CC1)C=1N=NN(C1COC12CCC(CC1)(CC2)C2=NC(=NO2)C=2C=C(C(=O)O)C=CC2)C2=C(C=CC=C2Cl)Cl